4-{(S)-2-[(S)-2-(methoxycarbonylamino)-3-phenylpropionylamino]-2-[4-(methoxy-methyl)thiazol-2-yl]ethyl}phenylaminosulfonic acid COC(=O)N[C@H](C(=O)N[C@@H](CC1=CC=C(C=C1)NS(=O)(=O)O)C=1SC=C(N1)COC)CC1=CC=CC=C1